4-[3-(3-acetylphenyl)imidazo[1,2-a]pyrazin-6-yl]-N-(2-dimethylamino-ethyl)benzamide C(C)(=O)C=1C=C(C=CC1)C1=CN=C2N1C=C(N=C2)C2=CC=C(C(=O)NCCN(C)C)C=C2